ClC=1N=NC2=CC=CC=C2C1 chloro-aza-quinoline